1-amino-2-methylpropyl-5-chloro-3-phenylquinazolin-4(3H)-one NC(C(C)C)C1=NC2=CC=CC(=C2C(N1C1=CC=CC=C1)=O)Cl